exo-6-methyleneoctahydro-4,7-methyleneinden-5-one C=C1C(C2C3CCCC3C1C2)=O